NC1=NC=NN2C1=C(C=C2C2CCN(CC2)C(C(C)C)=O)C2=CC=C(C=C2)C2=C(C(N(C(=C2C2=NC=CC=N2)C)C2=CC=CC=C2)=O)C(=O)N {4-[4-amino-7-(1-isobutyrylpiperidin-4-yl)pyrrolo[2,1-f][1,2,4]triazin-5-yl]phenyl}-6-methyl-2-oxo-1-phenyl-5-pyrimidin-2-yl-1,2-dihydropyridine-3-carboxamide